C(C)(C)(C)NCC(O)C1=C(CCC=C1O)O (2-(tert-butylamino)-1-hydroxyethyl)cyclohexa-1,3-diene-1,3-diol